(S)-N-((R)-1-(6,7-difluoro-4-oxo-3,4-dihydrophthalazin-1-yl)ethyl)-N-methylindoline-2-carboxamide FC=1C=C2C(NN=C(C2=CC1F)[C@@H](C)N(C(=O)[C@H]1NC2=CC=CC=C2C1)C)=O